trimethyl({3-[2-(4-methyl-2-nitrophenoxy)ethoxy]prop-1-yn-1-yl})silane C[Si](C#CCOCCOC1=C(C=C(C=C1)C)[N+](=O)[O-])(C)C